(Z)-1-(3-(2-(ethoxymethyl)-5-methylphenyl)-4-oxothiazolidin-2-ylidene)-3-(2-fluoro-4-(5-(4-(trifluoromethoxy)phenyl)-1,3,4-oxadiazol-2-yl)phenyl)urea C(C)OCC1=C(C=C(C=C1)C)N1/C(/SCC1=O)=N/C(=O)NC1=C(C=C(C=C1)C=1OC(=NN1)C1=CC=C(C=C1)OC(F)(F)F)F